2-((3-(benzo[d]oxazol-2-yl)prop-2-yn-1-yloxy)benzylamino)-2-((tert-butoxycarbonyl)amino)butanoic acid O1C(=NC2=C1C=CC=C2)C#CCON(C(C(=O)O)(CC)NC(=O)OC(C)(C)C)CC2=CC=CC=C2